methyl 2-[2-(2,6-dioxopiperidin-3-yl)-1-oxo-2,3-dihydro-1H-isoindol-5-yl]quinoline-6-carboxylate O=C1NC(CCC1N1C(C2=CC=C(C=C2C1)C1=NC2=CC=C(C=C2C=C1)C(=O)OC)=O)=O